C(C)N1N=CC2=C1CNC2 1-ethyl-1,4,5,6-tetrahydropyrrolo[3,4-c]pyrazole